Tert-butyl (R)-5-(3-methoxy-2-(((4-nitrophenoxy)carbonyl) oxy)-3-oxopropyl)-7-methyl-1H-indazole-1-carboxylate COC([C@@H](CC=1C=C2C=NN(C2=C(C1)C)C(=O)OC(C)(C)C)OC(=O)OC1=CC=C(C=C1)[N+](=O)[O-])=O